4,4a,5,6-tetrahydronaphthalene C=1C=CCC2CCC=CC12